3-{[(4-chlorophenyl)amino]methyl}-1-({3,4-difluoro-2-[(2-fluoro-4-iodophenyl)amino]phenyl}carbonyl)azetidin-3-ol ClC1=CC=C(C=C1)NCC1(CN(C1)C(=O)C1=C(C(=C(C=C1)F)F)NC1=C(C=C(C=C1)I)F)O